[(trimethylsiloxy)dimethylsilyl]styrene C[Si](O[Si](C)(C)C=CC1=CC=CC=C1)(C)C